benzofuran-2-yl(4-chlorophenyl)methanone O1C(=CC2=C1C=CC=C2)C(=O)C2=CC=C(C=C2)Cl